ClC1=NN(C2=NC(=NC=C21)Cl)CCCOC2=NN(C(=C2[N+](=O)[O-])C2CC2)C2=NN(C=C2C)C 3,6-dichloro-1-(3-((5-cyclopropyl-1',4'-dimethyl-4-nitro-1'H-[1,3'-bipyrazol]-3-yl)oxy)propyl)-1H-pyrazolo[3,4-d]pyrimidine